NCCN1CCCC1 1-(2-Aminoethyl)pyrrolidine